4'-(2-(trans-4-ethylcyclohexyl)-ethyl-1-yl)-3,4-difluorobiphenyl C(C)[C@@H]1CC[C@H](CC1)CC=C1CC=C(C=C1)C1=CC(=C(C=C1)F)F